N-benzyl-2,6-dihydroxy-3'-methyl-4-pentyl-[1,1'-biphenyl]-3-sulfonamide C(C1=CC=CC=C1)NS(=O)(=O)C=1C(=C(C(=CC1CCCCC)O)C1=CC(=CC=C1)C)O